FC=1C=C2C(=NNC(C2=CC1F)=O)[C@@H](C)NC |r| racemic-6,7-difluoro-4-(1-(methylamino)ethyl)phthalazine-1(2H)-one